C1=CC(=CC=C1C(=O)C2=C(C=C(C=C2)O)O)O Trihydroxybenzophenone